C[Si](CCS(=O)(=O)N)(C)C 2-(trimethylsilyl)ethane-1-sulfonamide